(S)-quinuclidin-3-yl (6-bromo-dihydrobenzofuran-3-yl)carbamate BrC1=CC2=C(C(CO2)NC(O[C@@H]2CN3CCC2CC3)=O)C=C1